ClC=1C=CC(=C(C1)O)C1=C2C(=C(N=N1)NC1CC(C1)(C)O)C=NC=C2 5-chloro-2-(4-(((1s,3s)-3-hydroxy-3-methylcyclobutyl)amino)pyrido[3,4-d]pyridazin-1-yl)phenol